CN(C)CC1=C(C=CC(=N1)NC1=CC2=C(C=N1)SC(=N2)NC(C2=C(C=CC=C2F)F)=O)N2CCOCC2 N-[6-({6-[(Dimethylamino)methyl]-5-(morpholin-4-yl)pyridin-2-yl}amino)-[1,3]thiazolo[5,4-c]pyridin-2-yl]-2,6-difluorobenzamide